4-(2-azabicyclo[2.1.1]hexan-2-yl)-2-chloro-6,6,8-trimethyl-8,9-dihydro-6H-[1,4]oxazino[4,3-e]purine C12N(CC(C1)C2)C=2C=1N=C3N(C1N=C(N2)Cl)CC(OC3(C)C)C